FC(CC1OC1)(C(C(C(CC1OC1)(F)F)(F)F)(F)F)F 2,2'-(2,2,3,3,4,4,5,5-octafluorohexane-1,6-diyl)bisoxirane